ethylene glycol monoisostearate C(CCCCCCCCCCCCCCC(C)C)(=O)OCCO